(S)-1-(oxetan-2-ylmethyl)-2-((4-(6-(thiazolo[4,5-c]pyridin-2-ylmethoxy)pyridin-2-yl)piperazin-1-yl)methyl)-1H-benzo[d]imidazole-6-carboxylic acid O1[C@@H](CC1)CN1C(=NC2=C1C=C(C=C2)C(=O)O)CN2CCN(CC2)C2=NC(=CC=C2)OCC=2SC1=C(C=NC=C1)N2